1-(4,4-difluoropiperidin-1-yl)-2-((tetrahydro-2H-pyran-2-yl)thio)ethan-1-one FC1(CCN(CC1)C(CSC1OCCCC1)=O)F